N-(pyrrolidin-3-yl)furo[3,2-c]Pyridine-7-amine hydrochloride Cl.N1CC(CC1)NC=1C2=C(C=NC1)C=CO2